2-(6-nitro-2-oxo-1,3-benzothiazol-3(2H)-yl)acetamide [N+](=O)([O-])C1=CC2=C(N(C(S2)=O)CC(=O)N)C=C1